ethyl 2-(4,7-dichloro-6-(4-(1-(2-methoxyethyl)piperidin-4-yl)phenyl)-2H-indazol-2-yl)-2-((R)-6-fluoro-6,7-dihydro-5H-pyrrolo[1,2-c]imidazol-1-yl)acetate ClC=1C2=CN(N=C2C(=C(C1)C1=CC=C(C=C1)C1CCN(CC1)CCOC)Cl)C(C(=O)OCC)C1=C2N(C=N1)C[C@@H](C2)F